3-(5-((azetidin-3-ylmethyl)amino)-1-oxoisoindolin-2-yl)piperidine-2,6-dione N1CC(C1)CNC=1C=C2CN(C(C2=CC1)=O)C1C(NC(CC1)=O)=O